2-(6-((2S,5R)-4-(1-(2,2-dimethylbenzo[d][1,3]dioxol-5-yl)ethyl)-2,5-dimethyl-piperazin-1-yl)-9-ethyl-3-methyl-2-oxo-3,9-dihydro-2H-purin-8-yl)acetonitrile CC1(OC2=C(O1)C=CC(=C2)C(C)N2C[C@@H](N(C[C@H]2C)C=2C=1N=C(N(C1N(C(N2)=O)C)CC)CC#N)C)C